COC=1C=C2C3=C(NC2=CC1)[C@H]1[C@H]2N(CC3)C([C@H](C2)C1)=O (2S,12R,12aS)-8-Methoxy-1,5,6,11,12,12a-Hexahydro-2,12-Methanopyrrolo[1',2':1,2]Azepino[4,5-b]Indol-3(2H)-One